tert-butyl (S)-(1-(7-bromo-3-(6-isopropylpyridin-3-yl)-4-oxo-3,4-dihydroquinazolin-2-yl)-2-(3,5-difluorophenyl)ethyl)carbamate BrC1=CC=C2C(N(C(=NC2=C1)[C@H](CC1=CC(=CC(=C1)F)F)NC(OC(C)(C)C)=O)C=1C=NC(=CC1)C(C)C)=O